ClC(C(=O)OCCCCCCCCCCCCCC)C tetradecyl 2-chloropropionate